2-cyclopentyl-4-(2-cyclopropylpyrazolo[1,5-a]pyrimidin-7-yl)benzoic acid C1(CCCC1)C1=C(C(=O)O)C=CC(=C1)C1=CC=NC=2N1N=C(C2)C2CC2